(2E)-2-methyl-2-butenoic acid-(3Z)-3-hexen-1-yl ester C(C\C=C/CC)OC(\C(=C\C)\C)=O